C(C)C=1C(NC2=C(N1)N=CC(=C2)CN2C=NN(CC2)C=2C=CC(=NC2)C(=O)NC)=O 5-(4-((3-ethyl-2-oxo-1,2-dihydropyrido[2,3-b]pyrazin-7-yl)methyl)-5,6-dihydro-1,2,4-triazin-1(4H)-yl)-N-methylpyridineamide